C(C)(C)(C)OC(=O)N1CC(C1)(C)C(=O)NNC1=NC=CC(=C1)Br.COC1=C(C(=O)NC2=NC=CC=C2)C=CC(=C1)B1OC(C(O1)(C)C)(C)C 2-methoxy-N-(2-pyridyl)-4-(4,4,5,5-tetramethyl-1,3,2-dioxaborolan-2-yl)benzamide tert-butyl-3-[2-(4-bromopyridin-2-yl)hydrazinecarbonyl]-3-methylazetidine-1-carboxylate